trans-2-pentadecene-1,1-dicarboxylic anhydride C1(\C=C\CCCCCCCCCCCC)C(=O)OC1=O